2-amino-N-(5-chloro-6-(2-(trifluoromethyl)phenyl)pyridin-2-yl)pyridine-4-sulfonamide NC1=NC=CC(=C1)S(=O)(=O)NC1=NC(=C(C=C1)Cl)C1=C(C=CC=C1)C(F)(F)F